O[C@@H]1C[C@H](N(C1)C([C@H](C(C)(C)C)N1N=NC(=C1)C1=CC(=NS1)OC)=O)C(=O)NC (2S,4R)-4-hydroxy-1-[(2S)-2-[4-(3-methoxyisothiazol-5-yl)triazol-1-yl]-3,3-dimethyl-butanoyl]-N-methyl-pyrrolidine-2-carboxamide